C(C)N1C(=NN=C1)C1=CC(=C(C=C1)NC=1N=CC2=C(N1)C(=NC(=C2)C)NC2CCOCC2)OC N2-(4-(4-ethyl-4H-1,2,4-triazol-3-yl)-2-methoxyphenyl)-6-methyl-N8-(tetrahydro-2H-pyran-4-yl)pyrido[3,4-d]pyrimidine-2,8-diamine